BrC1=CC(=C(OC[C@H](CC(C)C)NC(OC(C)(C)C)=O)C=C1)C (S)-tert-butyl (1-(4-bromo-2-methylphenoxy)-4-methylpentan-2-yl)carbamate